ClC1=CC(=NC=N1)OC(=O)N1C(C2=C(CC1)NN=C2)=O (6-chloropyrimidin-4-yl)-4-oxo-1,4,6,7-tetrahydro-5H-pyrazolo[4,3-c]pyridine-5-carboxylate